FC(C=1C=C(C=C(C1)C(F)(F)F)CN)(F)F 1-(3,5-bis(trifluoromethyl)phenyl)methanamine